C(C1=CC=CC=C1)COC=CCCCCCCCCCCCC tetradecenyl benzyl-methyl ether